(E)-N-phenyl-3-butenamide C1(=CC=CC=C1)NC(CC=C)=O